C(C)C1=NC=NC(=C1B1OC(C(O1)(C)C)(C)C)CC 4,6-diethyl-5-(4,4,5,5-tetramethyl-1,3,2-dioxaborolan-2-yl)pyrimidine